methyl 2-methoxy-4-(4,4,5,5-tetramethyl-1,3,2-dioxaborolan-2-yl)benzoate COC1=C(C(=O)OC)C=CC(=C1)B1OC(C(O1)(C)C)(C)C